NCCOCCOCCOCCOC1=C(C(N(N=C1)C)=O)C1=CC=C(C=C1)C[C@@H](C(=O)NCCOC)NC(C1=C(C=NC=C1Cl)Cl)=O (S)-N-(3-(4-(5-(2-(2-(2-(2-aminoethoxy)ethoxy)ethoxy)ethoxy)-2-methyl-3-oxo-2,3-dihydropyridazin-4-yl)phenyl)-1-((2-methoxyethyl)amino)-1-oxopropan-2-yl)-3,5-dichloroisonicotinamide